1-[2-(2-aminoethyldisulfanyl)ethyl]-3-[4-(4-methylpiperazin-1-yl)phenyl]urea NCCSSCCNC(=O)NC1=CC=C(C=C1)N1CCN(CC1)C